tert-butyl (R)-3-(4-(N-methylisobutyramido) picolinamido)pyrrolidine-1-carboxylate CN(C(C(C)C)=O)C1=CC(=NC=C1)C(=O)N[C@H]1CN(CC1)C(=O)OC(C)(C)C